N-ethyl-N-(2-(2-(((2-fluoropyridin-3-yl)methyl)((1-(phenylsulfonyl)-1H-indol-3-yl)methyl)amino)ethoxy)ethyl)cyclohexanamine C(C)N(C1CCCCC1)CCOCCN(CC1=CN(C2=CC=CC=C12)S(=O)(=O)C1=CC=CC=C1)CC=1C(=NC=CC1)F